(Z)-Caryophyllene C/C/1=C/CCC(=C)[C@H]2CC([C@@H]2CC1)(C)C